ClC=1C=C(C=CC1)CNC=1C=NC2=CC=C(C=C2C1N1C[C@H](CCC1)NC(OC(C)(C)C)=O)C1=CNC2=NC=C(C=C21)C(NC)=O tert-Butyl N-[(3S)-1-(3-{[(3-chlorophenyl)methyl]amino}-6-[5-(methylcarbamoyl)-1H-pyrrolo[2,3-b]pyridin-3-yl]quinolin-4-yl)piperidin-3-yl]carbamate